dioctyl-tin bis(ethyl maleate) C(C)/C(/C(=O)[O-])=C/C(=O)[O-].C(C)/C(/C(=O)[O-])=C/C(=O)[O-].C(CCCCCCC)[Sn+4]CCCCCCCC